2-(2,6-dioxo-piperidin-3-yl)-4-fluoro-isoindole-1,3-dione O=C1NC(CCC1N1C(C2=CC=CC(=C2C1=O)F)=O)=O